2-(2-Chlorophenyl)-4-(trifluoromethyl)benzenesulfonyl chloride ClC1=C(C=CC=C1)C1=C(C=CC(=C1)C(F)(F)F)S(=O)(=O)Cl